CN([C@H](CNC(=O)N[C@@H](CC1=CSC=C1)CC)CC1=CC=C(C=C1)O)C 1-((S)-2-(dimethylamino)-3-(4-hydroxyphenyl)propyl)-3-((R)-1-(thiophen-3-yl)butan-2-yl)urea